N-tert-butyl-4-[[(1S)-1-phenylethyl]carbamoylamino]pyridine-2-carboxamide C(C)(C)(C)NC(=O)C1=NC=CC(=C1)NC(N[C@@H](C)C1=CC=CC=C1)=O